C(CCC)N1C=2C=CC(=CC2CC2=CC=CC=C12)OC 10-butyl-2-methoxyacridin